C(C)(C)(C)OC(=O)N1CC(C1)N1N=NC=2C=NC=3C(=C(C(=CC3C21)Cl)C2=C(C=C(C1=C2N=C(S1)NC(=O)OC(C)(C)C)F)F)F 3-(7-(2-((tert-Butoxycarbonyl)amino)-5,7-difluorobenzo[d]thiazol-4-yl)-8-chloro-6-fluoro-1H-[1,2,3]triazolo[4,5-c]quinolin-1-yl)azetidine-1-carboxylic acid tert-butyl ester